N(=[N+]=[N-])C1=CC=C(C[C@H](N)C(=O)O)C=C1 4-azido-phenylalanine